(2S,5R)-5-(tert-butoxycarbonyl-(hydroxy)amino)-3-methyl-5,6-dihydropyridine-1,2(2H)-dicarboxylic acid 1-tert-butyl 2-methyl ester COC(=O)[C@H]1N(C[C@@H](C=C1C)N(O)C(=O)OC(C)(C)C)C(=O)OC(C)(C)C